4-(4-(6-methoxypyridin-3-yl)phenyl)-N-(pyridin-3-yl)butanamide COC1=CC=C(C=N1)C1=CC=C(C=C1)CCCC(=O)NC=1C=NC=CC1